N[C@@H](C(C)C)C(=O)N1[C@@H](C[C@H](C1)O)C(=O)N[C@@H](CO)C1=CC=C(C=C1)C1=CC=NN1CC (2S,4R)-1-(Z-valyl)-N-((R)-1-(4-(1-ethyl-1H-pyrazol-5-yl)phenyl)-2-hydroxyethyl)-4-hydroxypyrrolidine-2-carboxamide